ClC1=C(C=C2C=C(NC2=C1)C=1C=CC(=NC1)N1CC(N(CC1)C)=O)C=1C=NC=C(C1)OC 4-(5-(6-chloro-5-(5-methoxypyridin-3-yl)-1H-indol-2-yl)pyridin-2-yl)-1-methylpiperazin-2-one